C(C1=CC=CC=C1)N(C1=CC=CC=C1)C1=CC=CC=C1 N-benzyl-diphenylamine